C(C)S(=O)(=O)C=1C=C(C=NC1N1CC2=NC=C(C=C2C1=O)C(F)(F)F)C(C#N)(C)C 2-[5-ethylsulfonyl-6-[5-oxo-3-(trifluoromethyl)-7H-pyrrolo[3,4-b]pyridin-6-yl]-3-pyridyl]-2-methyl-propanenitrile